7-chloro-10-(3-(4-chloro-3,5-dimethylphenoxy)propyl)-4-methyl-6-(1,3,5-trimethyl-1H-pyrazol-4-yl)-3,4-dihydropyrazino[1,2-a]indol-1(2H)-one ClC=1C=CC=2C(=C3N(C2C1C=1C(=NN(C1C)C)C)C(CNC3=O)C)CCCOC3=CC(=C(C(=C3)C)Cl)C